9,10-dihydro-9-aminoanthracene NC1C2=CC=CC=C2CC=2C=CC=CC12